N-{2-Chloro-4-[(5-chloro-thiophen-2-ylmethyl)-(methyl)amino]-phenyl}-2-(4-chloro-phenyl)-acetamide ClC1=C(C=CC(=C1)N(C)CC=1SC(=CC1)Cl)NC(CC1=CC=C(C=C1)Cl)=O